tert-butyl(1-(4-(3'-chloro-5-fluoro-2-methoxy-4'-(3-methyl-2-oxo-2,3-dihydro-1H-imidazol-1-yl)-[1,1'-biphenyl]-3-yl)pyridin-2-yl)-3-methylpiperidin-3-yl)carbamate C(C)(C)(C)OC(NC1(CN(CCC1)C1=NC=CC(=C1)C=1C(=C(C=C(C1)F)C1=CC(=C(C=C1)N1C(N(C=C1)C)=O)Cl)OC)C)=O